ClC=1C=CC(=C(C1)NC(=O)NC1=CC(=CC(=C1)OC(F)(F)F)NCCN)CO 1-(5-chloro-2-hydroxymethylphenyl)-3-[3-(2-aminoethylamino)-5-trifluoromethoxyphenyl]urea